NC=1SC2=C(N1)C(=C(C=C2)F)C=2C(=CC=1C3=C(C=NC1C2F)N=NN3C(C)C3CN(C3)C(C=C)=O)Cl 1-(3-(1-(7-(2-amino-5-fluorobenzo[d]thiazol-4-yl)-8-chloro-6-fluoro-1H-[1,2,3]triazolo[4,5-c]quinolin-1-yl)ethyl)azetidin-1-yl)propan-2-en-1-one